N-[7-(1-ethylcyclobutyl)-5-iodoimidazo[4,3-f][1,2,4]triazin-2-yl]-1-methanesulfonylpiperidin-4-amine C(C)C1(CCC1)C1=NC(=C2C=NC(=NN21)NC2CCN(CC2)S(=O)(=O)C)I